N-[6-(5-chloro-1,3-benzoxazol-2-yl)spiro[3.3]heptane-2-yl]-5-[(1,1-dioxathiolane-3-carbonyl)sulfamoyl]furan-2-carboxamide ClC=1C=CC2=C(N=C(O2)C2CC3(CC(C3)NC(=O)C=3OC(=CC3)S(NC(=O)C3SOCC3)(=O)=O)C2)C1